CN(CC(C1=CC=CC=C1)NC(CN1N=CC2=C(C1=O)C=CS2)=O)C N-(2-(dimethylamino)-1-phenylethyl)-2-(4-oxothieno[2,3-d]pyridazin-5(4H)yl)acetamide